FC(C1=CC=C(C=N1)C1=C(C(=O)OCC)C=C(C=C1C)NC(=O)C1(CC1)C1=C(C=C(C=C1)C(F)(F)F)F)F Ethyl 2-[6-(difluoromethyl) pyridin-3-yl]-5-[({1-[2-fluoro-4-(trifluoromethyl) phenyl]cyclopropyl} carbonyl)amino]-3-methylbenzoate